ClC1=C(N(C2=CC=CC=C2)Cl)C=CC(=C1)F dichlorophenyl-4-fluoroaniline